NCC=1C=C(C=NC1)C(=O)N1CCN(CC1)C(C1=CC=CC=C1)C1=CC=CC=C1 (5-(aminomethyl)pyridin-3-yl)(4-benzhydrylpiperazin-1-yl)methanone